ClC=1C(=CC2=C(N=C(S2)C)C1)NC1=CC(N(C(N1CC=1C=CC(=C(C#N)C1)F)=O)CC1=NN(C=N1)C)=O 5-((6-((5-chloro-2-methylbenzo[d]thiazol-6-yl)amino)-3-((1-methyl-1H-1,2,4-triazol-3-yl)methyl)-2,4-dioxo-3,4-dihydropyrimidin-1(2H)-yl)methyl)-2-fluorobenzonitrile